tert-butyl (exo-3-(2-chloro-4-(2-oxo-4-(piperazine-1-carboxamido)pyrimidin-1(2H)-yl)benzyl)-3-azabicyclo[3.1.0]hexan-6-yl)carbamate ClC1=C(CN2CC3C(C3C2)NC(OC(C)(C)C)=O)C=CC(=C1)N1C(N=C(C=C1)NC(=O)N1CCNCC1)=O